(1-((5-amino-1-p-toluenesulfonyl-1H-pyrrolo[2,3-b]pyridin-4-yl)amino)piperidin-4-yl)methanol NC=1C(=C2C(=NC1)N(C=C2)S(=O)(=O)C2=CC=C(C)C=C2)NN2CCC(CC2)CO